4-((3,4,5-trimethoxyphenyl)amino)-6-acetylamino-1H-indole-2-carboxylic acid COC=1C=C(C=C(C1OC)OC)NC1=C2C=C(NC2=CC(=C1)NC(C)=O)C(=O)O